(4-chloro-3-fluoro-phenyl)-5-[5-[(3S)-1-(3-fluoropropyl)pyrrolidin-3-yl]oxypyrazin-2-yl]-8,9-dihydro-7H-benzo[7]annulen-2-ol ClC1=C(C=C(C=C1)C1=C(C=CC2=C1CCCC=C2C2=NC=C(N=C2)O[C@@H]2CN(CC2)CCCF)O)F